NC1=NC=NC=2C3=C(CC(C12)(C)C)C(=C(C=C3)O[C@@H]3CC[C@H](CC3)N)S(=O)(=O)CCC#N 3-[[4-amino-8-(trans-4-aminocyclohexyloxy)-5,5-dimethyl-6H-benzo[H]quinazolin-7-yl]sulfonyl]propionitrile